ethyl 2-bromo-5-((1,4-dimethyl-1H-pyrazol-3-yl)amino)thiazole-4-carboxylate BrC=1SC(=C(N1)C(=O)OCC)NC1=NN(C=C1C)C